C[C@]1(N(CC(C1)=O)C(=O)OC(C)(C)C)C(=O)[O-] (R)-1-tert-butyl 2-methyl-4-oxopyrrolidine-1,2-dicarboxylate